(R)-(6-(2-methyl-2H-pyrazolo[3,4-b]pyridin-5-yl)thieno[2,3-b]pyridin-2-yl)((trans)-3-(trifluoromethyl)cyclobutyl)methanol CN1N=C2N=CC(=CC2=C1)C1=CC=C2C(=N1)SC(=C2)[C@H](O)[C@@H]2C[C@H](C2)C(F)(F)F